OCOC=O.[Sn].CN1C=CC=2C1=CN=CC2CO (1-Methylpyrrolo[2,3-c]pyridin-4-yl)methanol tin hydroxymethylformate